5-amino-2-(2-bromothiazol-5-yl)-N-tert-butylbenzenesulfonamide NC=1C=CC(=C(C1)S(=O)(=O)NC(C)(C)C)C1=CN=C(S1)Br